{4-[1-(2,6-difluorobenzyl)-5-dimethylaminomethyl-3-(6-methoxypyridazin-3-yl)-2,4-dioxo-1,2,3,4-tetrahydrothieno[2,3-d]pyrimidin-6-yl]phenyl}-3-methoxyurea FC1=C(CN2C(N(C(C3=C2SC(=C3CN(C)C)C3=CC=C(C=C3)NC(=O)NOC)=O)C=3N=NC(=CC3)OC)=O)C(=CC=C1)F